5-[4-(3-chloro-phenylmethanesulfonyl)-piperazin-1-yl]-4-methyl-benzofuran-2-carboxylic acid ClC=1C=C(C=CC1)CS(=O)(=O)N1CCN(CC1)C=1C=CC2=C(C=C(O2)C(=O)O)C1C